(R)-2,5-dichloro-7-(3-((1-(2,6-dimethylpyridin-3-yl)-5-methyl-4-nitro-1H-pyrazol-3-yl)oxy)-2-methylpropyl)-7H-pyrrolo[2,3-d]pyrimidine ClC=1N=CC2=C(N1)N(C=C2Cl)C[C@H](COC2=NN(C(=C2[N+](=O)[O-])C)C=2C(=NC(=CC2)C)C)C